(R)-7-chloro-3-(difluoromethyl)-N-(tetrahydrofuran-3-yl)-2,6-naphthyridin-1-amine ClC1=NC=C2C=C(N=C(C2=C1)N[C@H]1COCC1)C(F)F